dioctadecyl 2-(((3-(diethylamino)propoxy)carbonyl)oxy)malonate C(C)N(CCCOC(=O)OC(C(=O)OCCCCCCCCCCCCCCCCCC)C(=O)OCCCCCCCCCCCCCCCCCC)CC